2-bromo-10-phenylacridin-9(10H)-one BrC1=CC=2C(C3=CC=CC=C3N(C2C=C1)C1=CC=CC=C1)=O